N[C@@H](C(=O)O)CSCCCO (S)-2-amino-3-(3-hydroxypropylthio)propionic acid